CC=1N(N=C2C(=NN=C(C21)C)N2CC(CCC2)C(=O)NCCNC(C)C)C2=CC=C(C=C2)C 1-(3,4-dimethyl-2-(p-tolyl)-2H-pyrazolo[3,4-d]pyridazin-7-yl)-N-(2-(isopropylamino)ethyl)piperidine-3-carboxamide